FC=1C=C(CSC=2N(C(C3=C(N2)N(N=C3)C)=O)C3=CC(=CC=C3)OC)C=CC1 6-((3-fluorobenzyl)thio)-5-(3-methoxyphenyl)-1-methyl-1H-pyrazolo[3,4-d]pyrimidin-4(5H)-one